tert-butyl (s)-2-([3-[4-(5-cyanopyridin-2-yl)piperazin-1-yl]propoxy]methyl)pyrrolidine-1-carboxylate C(#N)C=1C=CC(=NC1)N1CCN(CC1)CCCOC[C@H]1N(CCC1)C(=O)OC(C)(C)C